2,6-DIMETHOXY-4-NITRO-PHENOL COC1=C(C(=CC(=C1)[N+](=O)[O-])OC)O